NC1=NC=NC2=CC=C(C=C12)C1=CC=C(S1)CNC1=NC=CC=C1C(=O)NCC1=CC(=CC=C1)F 2-({[5-(4-aminoquinazolin-6-yl)thiophen-2-yl]methyl}amino)-N-(3-fluorobenzyl)pyridine-3-carboxamide